(1S,3R)-3-[(t-butoxycarbonyl)amino]cyclohexanecarboxylic acid C(C)(C)(C)OC(=O)N[C@H]1C[C@H](CCC1)C(=O)O